2,5-dipyridyl-3-methyl-4-acetyl-pyrrole N1=C(C=CC=C1)C=1NC(=C(C1C)C(C)=O)C1=NC=CC=C1